(8-(4-fluorophenyl)-1,3,4,5-tetrahydro-2H-pyrido[4,3-b]indol-2-yl)(phenyl)methanone FC1=CC=C(C=C1)C1=CC=2C3=C(NC2C=C1)CCN(C3)C(=O)C3=CC=CC=C3